8-(2-((2-(azetidin-3-yloxy)ethyl)amino)pyrimidin-5-yl)-4-chloro-3-ethoxy-5,6,7,8-tetrahydronaphthalene-2-carbonitrile N1CC(C1)OCCNC1=NC=C(C=N1)C1CCCC=2C(=C(C(=CC12)C#N)OCC)Cl